OCC1(CN2C(O1)=C(C=N2)S(=O)(N)=N)C 2-(hydroxymethyl)-2-methyl-2,3-dihydropyrazolo[5,1-b]oxazole-7-sulfonimidamide